1-(2,6-dihydroxyphenyl)ethan-1-one propyl-1-[[5-[5-(trifluoromethyl)-1,2,4-oxadiazol-3-yl]-2-thienyl]methyl]pyrazole-3-carboxylate C(CC)OC(=O)C1=NN(C=C1)CC=1SC(=CC1)C1=NOC(=N1)C(F)(F)F.OC1=C(C(=CC=C1)O)C(C)=O